OC[C@@H](CC(C)C)NC1=NC(=NC(=N1)CC(C)C1=CC=C(C=C1)OCCN1CCOCC1)NS(=O)(=O)C N-(4-(((R)-1-Hydroxy-4-methylpentan-2-yl)amino)-6-(2-(4-(2-morpholinoethoxy)phenyl)propyl)-1,3,5-triazin-2-yl)methanesulfonamide